COC(C1=C(C=C(C(=C1)C=1C=C(C=2N(C1)N=C(N2)I)N2CCOCC2)C)F)=O 2-fluoro-5-[2-iodo-8-(morpholin-4-yl)-[1,2,4]triazolo[1,5-a]pyridin-6-yl]-4-methylbenzoic acid methyl ester